CC1=C(C=C(C=C1)C1=CC=CC=C1)C(=O)N 4-methyl-[1,1'-biphenyl]-3-carboxamide